Methyl-trioxorhenium (VIII) C[Re+](=O)(=O)=O